3,4-difluoro-2-((2-fluoro-4-iodo-5-methoxyphenyl)amino)-5-vinylbenzoic acid FC=1C(=C(C(=O)O)C=C(C1F)C=C)NC1=C(C=C(C(=C1)OC)I)F